NC1=CC=2C(C3=CC(=CC=C3C2C=C1)N)(CCCCCCCC)CCCCCCCC 2,7-diamino-9,9-di-n-octylfluorene